nitrotetrazole sodium salt [Na].[N+](=O)([O-])C1=NN=NN1